1,2-dipropenylferrocene C(=CC)[C-]1C(=CC=C1)C=CC.[CH-]1C=CC=C1.[Fe+2]